NC1=NC2=CC=C(C=C2C=C1C)C(=O)N(CC1=NC=C(C=C1)C(F)(F)F)CC=1SC=C(N1)CC 2-amino-N-((4-ethyl-1,3-thiazol-2-yl)methyl)-3-methyl-N-((5-(trifluoromethyl)-2-pyridinyl)methyl)-6-quinolinecarboxamide